3-Methyl-2-[6-({[(1-methylpyrrolidin-3-yl)methyl]amino}methyl)pyridazin-3-yl]-5-(trifluoromethyl)phenol dihydrochloride Cl.Cl.CC=1C(=C(C=C(C1)C(F)(F)F)O)C=1N=NC(=CC1)CNCC1CN(CC1)C